5-chloro-2-(trifluoromethyl)-1,3-thiazol ClC1=CN=C(S1)C(F)(F)F